BrC1=C2C(=C3C(=CN=NC3=C1F)O)COC2 4-Bromo-5-fluoro-1,3-dihydrofuro[3,4-f]cinnolin-9-ol